N1(N=CC=C1)C[C@H](N)C(=O)O 3-(pyrazol-1-yl)-L-alanine